OC1=CC2=C(C3=C(NS2(=O)=O)C=C(C=C3)O)C=C1 3,8-dihydroxy-6H-dibenzo[c,e][1,2]Thiazine 5,5-dioxide